2,5-dimethyl-3-[2-methyl-4-(methyloxy)phenyl]-N-[(1S)-1-(3-methyl-1,2,4-oxadiazol-5-yl)propyl]pyrazolo[1,5-a]pyrimidin-7-amine CC1=NN2C(N=C(C=C2N[C@@H](CC)C2=NC(=NO2)C)C)=C1C1=C(C=C(C=C1)OC)C